biphenyl-2-yl-(biphenyl-4-yl)amine C1(=C(C=CC=C1)NC1=CC=C(C=C1)C1=CC=CC=C1)C1=CC=CC=C1